BrC1=CC=C(C=C1)C1NCCC(C1)(F)F 2-(4-bromo-phenyl)-4,4-difluoro-piperidine